CC1=C(C(=CC(=C1)C)C)C1=C(C=C(C=C1C)C)C 2,4,6-trimethylphenyl-(mesitylene)